C1(O)=C(O)C(=CC=C1)CCN catechol-ethylamine